The molecule is a cadinane sesquiterpenoid that consists of 4-isopropyl-1,6-dimethyl-1,2,3,4,4a,7,8,8a-octahydronaphthalene having a hydroxy substituent at position 1 and (1S,4S,4aR,8aS)-configuration. It has a role as a plant metabolite, a fungicide, a volatile oil component, a marine metabolite and a bacterial metabolite. It is a cadinane sesquiterpenoid, a carbobicyclic compound, a tertiary alcohol and a member of octahydronaphthalenes. It is an enantiomer of a (+)-Tau-muurolol. CC1=C[C@H]2[C@@H](CC[C@]([C@H]2CC1)(C)O)C(C)C